C(C)OC1=CC=C(C=N1)C1=CN(C2=CC(=CC=C12)NC(C1=CC(=C(C=C1)C)NC1=NC=CC(=N1)C1=CC=C(C=C1)C(F)(F)F)=O)C N-(3-(6-Ethoxypyridin-3-yl)-1-methyl-1H-indol-6-yl)-4-methyl-3-((4-(4-(trifluoromethyl)phenyl)pyrimidin-2-yl)amino)benzamide